O1[CH-]OCOC1 trioxaneID